3-tertiary butyl-dimethyl-silyl-2-propyn C(C)(C)(C)C#CC([SiH3])(C)C